5-((4-(2-(tert-butyl)-4-(5-chloro-2-fluoro-3-((5-fluoro-2-methylphenyl)sulfonamido)phenyl)thiazol-5-yl)pyrimidin-2-yl)amino)pentanoic acid C(C)(C)(C)C=1SC(=C(N1)C1=C(C(=CC(=C1)Cl)NS(=O)(=O)C1=C(C=CC(=C1)F)C)F)C1=NC(=NC=C1)NCCCCC(=O)O